C(#N)C1=CC(=NC=C1)C(=O)NC1=CC(=C(C=C1)C)C1=CC2=C(N=C(N=C2)NC)N2C1=NCC2 4-cyano-N-(4-methyl-3-(2-(methylamino)-8,9-dihydroimidazo[1',2':1,6]pyrido[2,3-d]pyrimidin-6-yl)phenyl)picolinamide